N-[[(5S)-3-(3-fluoro-4-(1-oxo-1,4-thiazepan-4-yl)phenyl)-2-oxo-oxazolidin-5-yl]methyl]furan-2-carboxamide FC=1C=C(C=CC1N1CCS(CCC1)=O)N1C(O[C@H](C1)CNC(=O)C=1OC=CC1)=O